[N+](=O)([O-])C1=CC=C(C=C1)C=1C=NC=CC1 3-(4-nitrophenyl)pyridine